Cl.N[C@@H](C(=O)N1CCN(CC1)CC1=C(C=CC=C1F)OCC)C1CCN(CC1)CCC1=C(C=CC(=C1)Cl)C1=CC(=CC(=C1)O)Cl (R)-2-amino-2-(1-(2-(3',4-dichloro-5'-hydroxy-[1,1'-biphenyl]-2-yl)ethyl)piperidin-4-yl)-1-(4-(2-ethoxy-6-fluorobenzyl)piperazin-1-yl)ethan-1-one hydrochloride